4-(2-(4-fluorobenzamido)-2,3-dihydro-1H-indene-2-carboxamido)benzene-1-sulfonyl chloride FC1=CC=C(C(=O)NC2(CC3=CC=CC=C3C2)C(=O)NC2=CC=C(C=C2)S(=O)(=O)Cl)C=C1